FC1=C(C#N)C(=CC(=C1)CC1=NC=CN=C1)OC 2-fluoro-6-methoxy-4-[(pyrazin-2-yl)methyl]benzonitrile